C12N(CC(CC1)C2)C(=O)OCC ETHYL 2-AZABICYCLO[2.2.1]HEPTANE-2-CARBOXYLATE